2-Cyclopentyl-N-(2-methoxy-6-methyl-4-morpholin-4-yl-phenyl)-acetamide C1(CCCC1)CC(=O)NC1=C(C=C(C=C1C)N1CCOCC1)OC